(E)-4-oxohept-2-enoic acid O=C(/C=C/C(=O)O)CCC